tert-butyl ((1R,2R)-2-(((1-(2-cyanopropan-2-yl)-3-methyl-4-nitro-1H-pyrazol-5-yl)oxy)methyl)cyclobutyl)carbamate C(#N)C(C)(C)N1N=C(C(=C1OC[C@H]1[C@@H](CC1)NC(OC(C)(C)C)=O)[N+](=O)[O-])C